C(C)NC(=S)N1C(=NC(=C1C1=CC=C(C=C1)N(CC)CC)C1=CC=C(C=C1)N(CC)CC)C1=CC(=C(C(=C1)OC)O)OC 1-(ethylaminothiocarbonyl)-2-(3,5-dimethoxy-4-hydroxyphenyl)-4,5-bis(4-diethylaminophenyl)imidazole